3-iodo-2-hydroxypropyl-diethyl-ammonium ICC(C[NH+](CC)CC)O